C1=CC=CC=2C3=CC=CC=C3C(C12)COC(=O)N[C@H](C(=O)O)CCC1=NC(=NC=C1)N(C(=O)OC(C)(C)C)C(=O)OC(C)(C)C (S)-2-((((9H-fluoren-9-yl)methoxy)carbonyl)amino)-4-(2-(bis(tert-butoxycarbonyl)amino)pyrimidin-4-yl)butanoic acid